1-dodecylazepane-2,7-dione C(CCCCCCCCCCC)N1C(CCCCC1=O)=O